COC=1C=NC=CC1C1=C(C2=NC=CC(=C2N1S(=O)(=O)C1=CC=C(C=C1)C)C)C1=CC=CC=C1 2-(3-methoxypyridin-4-yl)-7-methyl-1-(4-methylbenzene-1-sulfonyl)-3-phenyl-1H-pyrrolo[3,2-b]pyridine